BrC1=CC=C2C(=NN(C2=C1)C)N(CCC(=O)OCC)C#N ethyl 3-[(6-bromo-1-methylindazol-3-yl)(cyano)amino]propanoate